[C@@H]1([C@H](O)[C@@H](O)[C@H](O)[C@H](O1)CO)O[C@H]([C@H](C=O)O)[C@@H](O)[C@H](O)CO 3-O-β-D-Glucopyranosyl-D-galactose